CC1=C(C2=C(N=CN=C2NC2(CC2)C)O1)C(=O)N1CC2=CC=C(C=C2CC1)O 2-{6-methyl-4-[(1-methylcyclopropyl)amino]furo[2,3-d]pyrimidine-5-carbonyl}-1,2,3,4-tetrahydroisoquinolin-6-ol